NC1=C(SC2=CN=CC(=C21)C2=CC=C(C=C2)C=2C=NN(C2)CC(=C=O)N(C)C)C(=O)O 3-amino-4-(4-(1-(2-(dimethylamino)-2-carbonylethyl)-1H-pyrazol-4-yl)phenyl)thieno[2,3-c]pyridine-2-carboxylic acid